[Si](C)(C)(C(C)(C)C)OCCN(C1=CC=C(C=O)C=C1)C 4-((2-((tert-butyldimethylsilyl)oxy)ethyl)(methyl)amino)benzaldehyde